C1=NC=C(C2=CC=CC=C12)N1C(N(C[C@@H]1C#N)C1=NC(=NC=C1OC)C(F)(F)F)=O (R)-3-(isoquinolin-4-yl)-1-(5-methoxy-2-(trifluoromethyl)pyrimidin-4-yl)-2-oxoimidazoline-4-carbonitrile